C(C1=CC=CC=C1)C=1N(C=2C(=C3CC[C@@H](N(C3=CC2)C(=O)OC)C)N1)CCN1C[C@H](O[C@@H](C1)C)C methyl (S)-2-benzyl-3-(2-((2R,6R)-2,6-dimethylmorpholino)ethyl)-7-methyl-3,7,8,9-tetrahydro-6H-imidazo[4,5-f]quinoline-6-carboxylate